ClC1=CC(=C2C(=N1)C1(OCC2)COCC1)OCCN1C(CCCC1)=O 1-(2-((2'-chloro-4,5,5',6'-tetrahydro-2H-spiro[furan-3,8'-pyrano[3,4-b]pyridin]-4'-yl)oxy)ethyl)piperidin-2-one